C(C1=CC=CC=C1)OC(=O)NC1COC2=CC(=CC=C2C1)N1CC2CCCC(C1)N2C(=O)OC(C)(C)C Tert-Butyl 3-(3-(((benzyloxy)carbonyl)amino)chroman-7-yl)-3,9-diazabicyclo[3.3.1]nonane-9-carboxylate